FC1=CC=C(C=C1)S(=O)(=O)N1C2=CC=CC=C2C=2[C@@H](CCCC12)N[S@](=O)C(C)(C)C (R)-N-((R)-9-(4-fluorobenzenesulfonyl)-2,3,4,9-tetrahydro-1H-carbazol-4-yl)-2-methylpropan-2-sulfinamide